C(C)(C)(C)N(C(O)=O)CC1CCC(CC1)NC1=CC=C(C=C1)C(F)(F)F.BrC=1C=C2C=C(N=CC2=CC1)NC(=O)C1CC1 N-(6-bromoisoquinolin-3-yl)cyclopropanecarboxamide tert-butyl-((4-((4-(trifluoromethyl)phenyl)amino)cyclohexyl)methyl)carbamate